2-Phenyl-4-methyl-imidazole C1(=CC=CC=C1)C=1NC=C(N1)C